(7Z)-7-[(R)-tert-butylsulfinyl]imino-3-methyl-spiro[5H-cyclopenta[C]pyridine-6,4'-piperidine]-1'-carboxylic acid tert-butyl ester C(C)(C)(C)OC(=O)N1CCC/2(CC1)CC1=C(C=NC(=C1)C)\C2=N/[S@](=O)C(C)(C)C